C(C)(=O)N1C(CC(C1)C1=C(C=C(C(=C1)N(O)CC1CC1)OC(F)F)S(=O)(=O)C)C(=O)O 1-acetyl-4-(5-((cyclopropylmethyl)-hydroxyamino)-4-(difluoromethoxy)-2-(methylsulfonyl)phenyl)pyrrolidine-2-carboxylic acid